CC1=C(C=NC(=C1)C(CC)=O)C1=NC=C2C=C(N=CC2=C1)NC(=O)C1CCC1 N-[7-(4-methyl-6-propanoylpyridin-3-yl)-2,6-naphthyridin-3-yl]cyclobutanecarboxamide